8-(N-((Z)-2-((Z)-dec-4-en-1-yl)dodec-6-en-1-yl)-3-(dimethylamino)propanamido)-octadecenoic acid decyl ester C(CCCCCCCCC)OC(C=CCCCCC(CCCCCCCCCC)N(C(CCN(C)C)=O)CC(CCC\C=C/CCCCC)CCC\C=C/CCCCC)=O